C(=O)O.N[C@H]1[C@@H](CCC(C1)(C)C)C1=C(C2=NC(=CC(=C2S1)NCC=1SC=CC1)Cl)Br 2-((1r,2r)-2-amino-4,4-dimethylcyclohexyl)-3-bromo-5-chloro-N-(thiophen-2-ylmethyl)thieno[3,2-b]pyridin-7-amine formate